NC[C@H]1O[C@H]([C@@H]([C@@H]1O)O)N1C=C2CCCNC=3C2=C1N=CN3 (2R,3S,4R,5R)-2-(aminomethyl)-5-(6,7,8,9-tetrahydro-2H-2,3,5,6-tetraazabenzo[cd]azulen-2-yl)tetrahydrofuran-3,4-diol